tris[[2-(t-butoxycarbonyl)ethoxy]methyl]methylamine C(C)(C)(C)OC(=O)CCOCC(N)(COCCC(=O)OC(C)(C)C)COCCC(=O)OC(C)(C)C